NC1=C2C(=NC=N1)N(N=C2C#CC=2C=C(C=CC2C)NC(=O)N2OCC[C@@H]2C2=CC(=CC(=C2)C(F)(F)F)F)CC (R)-N-(3-((4-amino-1-ethyl-1H-pyrazolo[3,4-d]pyrimidin-3-yl)ethynyl)-4-methylphenyl)-3-(3-fluoro-5-(trifluoromethyl)phenyl)isoxazolidin-2-carboxamide